3-amino-6-(1-methyl-6-oxo-1,6-dihydropyridin-3-yl)-N-((3-(methylamino)pyridin-2-yl)methyl)-5-(oxazol-2-yl)pyrazine-2-carboxamide NC=1C(=NC(=C(N1)C=1OC=CN1)C1=CN(C(C=C1)=O)C)C(=O)NCC1=NC=CC=C1NC